ClC1=C(OC[C@H](CS(=O)(=O)CC)O)C(=CC(=C1)S(=O)(=O)C1=CC=C(C=C1)OCCCCl)Cl (R)-1-(2,6-dichloro-4-((4-(3-chloropropoxy)phenyl)sulfonyl)phenoxy)-3-(ethylsulfonyl)propan-2-ol